2-Hydroxy-2-methyl-phenylacetone OC1(C(C=CC=C1)CC(C)=O)C